C(C)(C)(C)OC(=O)N1CCC(CC1)CC(=O)N1C(OC[C@@H]1CC1=CC=CC=C1)=O (S)-4-(2-(4-benzyl-2-oxooxazolidin-3-yl)-2-oxoethyl)piperidine-1-carboxylic acid tert-butyl ester